FC=1C=CC(=NC1)C(=O)N1CC2(CC1)CC(C1=CC=CC=C12)O (5-Fluoropyridin-2-yl)(3-hydroxy-2,3-dihydro-spiro[indene-1,3'-pyrrolidin]-1'-yl)methanone